(S)-3,3,3-trifluoro-2-hydroxy-2-methylpropyl naphthalene-2-sulfonate C1=C(C=CC2=CC=CC=C12)S(=O)(=O)OC[C@](C(F)(F)F)(C)O